(2R,3R,5R)-5-fluoro-5-(hydroxymethyl)-2-(4-methoxy-7H-pyrrolo[2,3-d]pyrimidin-7-yl)tetrahydrofuran-3-ol F[C@]1(C[C@H]([C@@H](O1)N1C=CC2=C1N=CN=C2OC)O)CO